SC(C(=O)[O-])(S)S Trismercaptoacetat